C(C)N(C1=CC=C(C=C2C(C(CN(C2)C)=CC2=CC=C(C=C2)N(CC)CC)=O)C=C1)CC 2,6-bis(p-diethylamino-benzylidene)-4-methyl-4-azacyclohexanone